2-(2-hydroxy-3,5-di-tert-butylphenyl)-5-chloro-2H-benzotriazole OC1=C(C=C(C=C1C(C)(C)C)C(C)(C)C)N1N=C2C(=N1)C=CC(=C2)Cl